2,3,4,5-tetrafluoro-6-((3-fluoro-4-methoxybenzyl)amino)-N,N-dimethylbenzenesulfonamide FC1=C(C(=C(C(=C1F)F)F)NCC1=CC(=C(C=C1)OC)F)S(=O)(=O)N(C)C